1-((3R,4S)-3-fluoro-4-((6-fluoro-5-(1-(2-fluoroethyl)-2-methyl-1H-benzo[d]imidazol-6-yl)-4-methoxypyrrolo[2,1-f][1,2,4]triazin-2-yl)amino)piperidin-1-yl)ethan-1-one F[C@@H]1CN(CC[C@@H]1NC1=NN2C(C(=N1)OC)=C(C(=C2)F)C=2C=CC1=C(N(C(=N1)C)CCF)C2)C(C)=O